FC(CC(=O)NCC1=C(C=C(C=C1)C1=NOC(=N1)C(F)(F)F)F)(F)F 3,3,3-trifluoro-N-({2-fluoro-4-[5-(trifluoromethyl)-1,2,4-oxadiazol-3-yl]phenyl}methyl)propanamide